N-Hydroxy-1,3-dioxo-1H-benz[de]isoquinoline-2(3H)-hexanamide ONC(CCCCCN1C(C2=CC=CC=3C2=C(C1=O)C=CC3)=O)=O